FC1(CCC(CC1)NC(=O)C=1C(=C(C2=C(C=3N(CCO2)C=NC3)C1)F)F)F N-(4,4-Difluorocyclohexyl)-8,9-difluoro-5,6-dihydrobenzo[f]imidazo[1,5-d][1,4]oxazepine-10-carboxamide